2-chloro-6-propyl-pyrazine ClC1=NC(=CN=C1)CCC